tert-Butyl (3-cyano-7-fluoro-4-(5-fluoro-3-((R)-3-(4-methyl-1,4-diazepan-1-yl)pyrrolidin-1-yl)-7,9-dihydrofuro[3,4-f]quinazolin-6-yl)thieno[3,2-c]pyridin-2-yl)carbamate C(#N)C1=C(SC2=C1C(=NC=C2F)C=2C1=C(C=3C=NC(=NC3C2F)N2C[C@@H](CC2)N2CCN(CCC2)C)COC1)NC(OC(C)(C)C)=O